CC1=CN=C(N1)C1CCN(CC1)C(=O)C1=CC=C(C=C1)C1=CC=C(C=C1)C(F)(F)F (4-(5-Methyl-1H-imidazol-2-yl)piperidin-1-yl)(4'-(trifluoromethyl)-[1,1'-biphenyl]-4-yl)methanon